tert-butyl (R)-3-(2-fluoro-4-(methoxycarbonyl)-N-(8-methylisoquinolin-1-yl)benzamido)piperidine-1-carboxylate FC1=C(C(=O)N(C2=NC=CC3=CC=CC(=C23)C)[C@H]2CN(CCC2)C(=O)OC(C)(C)C)C=CC(=C1)C(=O)OC